CC=1N=C(SC1C)C(NC(=O)C=1C(=NN(C1)C)C(F)(F)F)C1=C(C=CC=C1)Cl N-((4,5-dimethylthiazol-2-yl)(o-chlorophenyl)methyl)-1-methyl-3-(trifluoromethyl)-1H-pyrazole-4-carboxamide